2'-[6-amino-5-(trifluoromethyl)pyridin-3-yl]-N-[(1R)-1-(1,2-oxazol-3-yl)ethyl]-5',6'-dihydrospiro[azetidine-3,4'-pyrrolo[1,2-b]pyrazole]-1-carboxamide NC1=C(C=C(C=N1)C=1C=C2N(N1)CCC21CN(C1)C(=O)N[C@H](C)C1=NOC=C1)C(F)(F)F